FC1=C(C=CC=C1)C1=CC(=CC=C1F)NC1=NC=NC2=CC(=C(C=C12)NC(C=C)=O)OCCCN1CCN(CC1)C N-(4-((2',6-difluoro-[1,1'-biphenyl]-3-yl)amino)-7-(3-(4-methylpiperazin-1-yl)propoxy)quinazolin-6-yl)acrylamide